zinc bisaspartate N[C@@H](CC(=O)[O-])C(=O)[O-].N[C@@H](CC(=O)[O-])C(=O)[O-].[Zn+2].[Zn+2]